ClC=1C(=C2C=NNC2=CC1F)CN1CCCC2=C1N=C(N=C2N2CCN(CC2)C(C=C)=O)OC2=C1CCN(CC1=CC=C2)C 1-(4-(8-((5-chloro-6-fluoro-1H-indazol-4-yl)methyl)-2-((2-methyl-1,2,3,4-tetrahydroisoquinolin-5-yl)oxy)-5,6,7,8-tetrahydropyrido[2,3-d]pyrimidin-4-yl)piperazin-1-yl)prop-2-en-1-one